BrC1=CC=C(C2=C1NC=N2)C(=O)N2[C@@H]1C=3C(=NN(C3CC2)C2=C(C=C(C=C2)C(C)C)O)OCCN(C1)C(C=C)=O |o1:13| (R or S)-1-(5-(7-bromo-1H-benzo[d]imidazole-4-carbonyl)-2-(2-hydroxy-4-isopropylphenyl)-2,3,4,5,5a,6,8,9-octahydro-7H-10-oxa-1,2,5,7-tetraazacycloocta[cd]inden-7-yl)prop-2-en-1-one